3-isobutyl-bipyridine C(C(C)C)C=1C(=NC=CC1)C1=NC=CC=C1